5-(4-Nitrophenyl)-2H-tetrazole [N+](=O)([O-])C1=CC=C(C=C1)C=1N=NNN1